C1(CC1)C1=C(C(=O)O)C=C(C=C1)OCCN(C)C 2-cyclopropyl-5-(2-(dimethylamino)ethoxy)benzoic acid